(1S,3R,4S)-3-[(tert-Butoxycarbonyl)amino]-4-(methoxymethoxy)cyclopentane-1-carboxylic acid methyl ester COC(=O)[C@H]1C[C@H]([C@H](C1)OCOC)NC(=O)OC(C)(C)C